O1CC(C1)C=C1CC=C(C=C1)C(C)=O 1-(4-(oxetan-3-ylmethylene)phenyl)ethan-1-one